CCCCCCCCC(CCCCCCCC)OC(CCCCCCCN(CCCCCC(OCCCCCCCCCCC)=O)CCO)=O 8-[(2-hydroxyethyl)(6-oxo-6-(undecanyloxy)hexyl)amino]octanoic acid (heptadecan-9-yl) ester